6-(4,4,5,5-tetramethyl-1,3,2-dioxaborolan-2-yl)-1,3,5-triazine CC1(OB(OC1(C)C)C1=NC=NC=N1)C